FC(C)(S(=O)(=O)C1=CC(=CC=C1)F)C1N(CCCC1)C(=O)NC1=CN=NC(=C1)C (1-fluoro-1-((3-fluorophenyl)sulfonyl)ethyl)-N-(6-methylpyridazin-4-yl)piperidine-1-carboxamide